C(#N)C[C@H]1N(C[C@H](C1(F)F)N(CC1=CC=C(C=C1)OC)S(=O)(=O)CC)C(=O)OC(C)(C)C tert-butyl (2R,4R)-2-(cyanomethyl)-4-{(ethanesulfonyl) [(4-methoxyphenyl)methyl]amino}-3,3-difluoropyrrolidine-1-carboxylate